C(C)(C)(C)OC(=O)N[C@H](CC1=CN(C2=CC=CC=C12)C)C(=O)O Nα-(tert-butoxycarbonyl)-1-methyl-D-tryptophan